ClC1=CC2=C(NC(=N2)NC=2C=C(C(=O)NO)C=CC2)C=C1C 3-((5-chloro-6-methyl-1H-benzo[d]imidazol-2-yl)amino)-N-hydroxybenzamide